C(C)C1C(CCCC1)(OOC(C)(C)CC)OOC(C)(C)CC ethyl-1,1-di-(t-amylperoxy)-cyclohexane